C[SiH2]S methyl-mercaptosilane